FC1=CC=C(C=C1)C1=NC=2C(=NC(=CC2)N2CCN(CC2)C(=O)OC(C)(C)C)N1C1=CC(=NC=C1)NC(=O)C=1C=NC=CC1 tert-butyl 4-[2-(4-fluorophenyl)-3-[2-(pyridine-3-amido)pyridin-4-yl]-3H-imidazo[4,5-b]pyridin-5-yl]piperazine-1-carboxylate